[C-]#N.C(CCC)[N+]1=CC=CC=C1 N-Butylpyridinium cyanid